ClC=1C(=NC(=NC1)NC1=C(C=C(C=C1)N1CCC(CC1)N1CCN(CC1)C)OC)NC1=C(C=CC=C1)P(=O)(C)C 5-chloro-N4-(2-dimethylphosphorylphenyl)-N2-[2-methoxy-4-[4-(4-methylpiperazin-1-yl)-1-piperidyl]phenyl]pyrimidine-2,4-diamine